3-methoxyethoxypropionate COCCOCCC(=O)[O-]